C1(CC1)C1=NNC(=N1)C1CC2(CN(C2)C(=O)N2CC3(C2)CN(C3)CC3=NN(C(=C3)C(F)(F)F)C)C1 [6-(3-cyclopropyl-1H-1,2,4-triazol-5-yl)-2-azaspiro[3.3]heptan-2-yl]-[6-[[1-methyl-5-(trifluoromethyl)pyrazol-3-yl]methyl]-2,6-diazaspiro[3.3]heptan-2-yl]methanone